N,N-dimethyl-2-ethylpiperidinium C[N+]1(C(CCCC1)CC)C